COC(=O)C1=CSC=2C1=NC(=CC2)OS(=O)(=O)C(F)(F)F 5-(((trifluoromethyl)sulfonyl)oxy)thieno[3,2-b]pyridine-3-carboxylic acid methyl ester